tetraphenyl-arsine chloride [Cl-].C1(=CC=CC=C1)[AsH](C1=CC=CC=C1)(C1=CC=CC=C1)C1=CC=CC=C1